C=C(C)C=1C(=C2C=NNC2=CC1)C1=CC=C2C=NC=NC2=C1 7-(5-(prop-1-en-2-yl)-1H-indazol-4-yl)quinazoline